FC1=C(C=CC(=C1)OC1=CC=CC=C1)C=1N=C(N2N=CN=C(C21)N)C2COCCC2 5-(2-fluoro-4-phenoxyphenyl)-7-(tetrahydro-2H-pyran-3-yl)imidazo[5,1-f][1,2,4]triazin-4-amine